1-(3-chloro-4-nitrophenyl)thiourea ClC=1C=C(C=CC1[N+](=O)[O-])NC(=S)N